NC=1C(=C(C=C2C=C(N=CC12)NC(=O)[C@H]1[C@@H](C1)C#N)C=1C=NC=CC1C)CO |r| (+-)-trans-N-[8-amino-7-(hydroxymethyl)-6-(4-methyl-3-pyridyl)-3-isoquinolinyl]-2-cyano-cyclopropanecarboxamide